The molecule is a polyunsaturated fatty acyl-CoA(4-) obtained by deprotonation of the phosphate and diphosphate functions of 15-oxo-HETE-CoA; major species at pH 7.3. It is a long-chain fatty acyl-CoA(4-) and a polyunsaturated fatty acyl-CoA(4-). It is a conjugate base of a 15-oxo-ETE-CoA. CCCCCC(=O)/C=C/C=C\\C/C=C\\C/C=C\\CCCC(=O)SCCNC(=O)CCNC(=O)[C@@H](C(C)(C)COP(=O)([O-])OP(=O)([O-])OC[C@@H]1[C@H]([C@H]([C@@H](O1)N2C=NC3=C(N=CN=C32)N)O)OP(=O)([O-])[O-])O